2-(4-Benzylpiperazin-1-yl)-N-(naphthalen-1-yl)ethanesulfonamide C(C1=CC=CC=C1)N1CCN(CC1)CCS(=O)(=O)NC1=CC=CC2=CC=CC=C12